C(C)(C)(C)C=1C=C(C=C(C1O)C(C)(C)C)CCC(=O)OCC (3-(3,5-di(tert-butyl)-4-hydroxyphenyl)propionyloxymethyl)methane